Heptadecenyl imidazolinyl succinate C(CCC(=O)ON1C=NCC1)(=O)OC=CCCCCCCCCCCCCCCC